C(=O)(OC(C)(C)C)NC(NC(=O)OC(C)(C)C)=S di-Boc-thiourea